C(CC1=CC(OC)=C(O)C=C1)(=O)O.C(CC1=CC(OC)=C(O)C=C1)(=O)O homovanillic acid (homovanillate)